[NH4+].C(C)(=O)O[BH-](OC(C)=O)OC(C)=O triacetoxyborohydride ammonium